4-cyclopropyl-3-(pentyloxy)aniline C1(CC1)C1=C(C=C(N)C=C1)OCCCCC